FC1=C(C=CC=C1F)[C@@H]1N(OCC1)C1=CC(=NC=N1)NC=1C(=CC(=C(C1)NC(C=C)=O)N1C[C@H](N(CC1)C)C)OC N-(5-((6-((R)-3-(2,3-difluorophenyl)isoxazolidine-2-yl)pyrimidine-4-yl)amino)-2-((R)-3,4-dimethylpiperazine-1-yl)-4-methoxyphenyl)acrylamide